N-(2-(1,2,3,6-tetrahydropyridin-4-yl)phenyl)pyrimidin-2-amine N1CCC(=CC1)C1=C(C=CC=C1)NC1=NC=CC=N1